[C@@H]1(CC=CCC1)C[C@H](C(=O)OCC)NS(=O)(=O)C1=CC=C(C=C1)OC(F)(F)F ethyl (R)-3-((R)-cyclohex-3-en-1-yl)-2-((4-(trifluoromethoxy)phenyl)sulfonamido)propanoate